FC1=NC(=C(C(=O)O)C=C1)N1CCOCC1 6-fluoro-2-morpholinonicotinic acid